FCCOC=1C=C(C(=O)NC)C=CC1NCC#CC=1N(C2=CC=CC(=C2C1)NC1CCC(CC1)N(C)C)CC(F)(F)F 3-(2-fluoroethoxy)-N-methyl-4-{[3-(4-{[(1S,4S)-4-(dimethyl-amino)cyclohexyl]amino}-1-(2,2,2-trifluoro-ethyl)-1H-indol-2-yl)prop-2-yn-1-yl]amino}benzamide